(2R)-2-phenylpyrrolidine C1(=CC=CC=C1)[C@@H]1NCCC1